1-[2-deoxy-3,5-bis-O-(4-methylbenzoyl)-β-D-erythro-pentofuranosyl]diallylurea CC1=CC=C(C(=O)O[C@H]2C[C@@H](O[C@@H]2COC(C2=CC=C(C=C2)C)=O)NC(=O)N(CC=C)CC=C)C=C1